C(C)(C)(C)OC(=O)N1CC(C(CC1)NC(C)=O)C=1C(=C2COC(C2=CC1)=O)C 4-acetamido-3-(4-methyl-1-oxo-1,3-dihydroisobenzofuran-5-yl)piperidine-1-carboxylic acid tert-butyl ester